C(C)(C)(C)C1=CC(=NN1CCC#N)NC1=NC=2C(=C(C(=NC2)OC2=CC(=NC=C2)NC(C)=O)C)N1C N-(4-((2-((5-(tert-butyl)-1-(2-cyanoethyl)-1H-pyrazol-3-yl)amino)-1,7-dimethyl-1H-imidazo[4,5-d]pyridin-6-yl)oxy)pyridin-2-yl)acetamide